COC1=C(C2=CC=CC=C2C=C1)CN1N=CC(=C1O)C1=CC=CC=C1 1-((2-methoxynaphthalen-1-yl)methyl)-4-phenyl-1H-pyrazol-5-ol